(S)-N-((R)-1-(2-fluoro-5-(trifluoromethoxy)phenyl)ethyl-2,2,2-d3)-2-methylpropane-2-sulfinamide FC1=C(C=C(C=C1)OC(F)(F)F)[C@@H](C([2H])([2H])[2H])N[S@@](=O)C(C)(C)C